[Si](C)(C)(C(C)(C)C)OC[C@H](C1=C(C(=CC=C1)Cl)F)NC(CNC1CC1)=O (S)-N-(2-(tert-butyldimethylsilyloxy)-1-(3-chloro-2-fluorophenyl)ethyl)-2-(cyclopropylamino)acetamide